2-(3,5-dimethylphenyl)-4-methylquinoline CC=1C=C(C=C(C1)C)C1=NC2=CC=CC=C2C(=C1)C